2-((3-(dimethylamino)phenyl)sulfonamido)-4-fluoro-N-(thiazol-2-yl)benzamide CN(C=1C=C(C=CC1)S(=O)(=O)NC1=C(C(=O)NC=2SC=CN2)C=CC(=C1)F)C